[(2S)-2,8-dimethyl-2,3-dihydro-1,4-benzoxazin-4-yl]-[5-(3-isopropyl-1,2,4-triazol-1-yl)pyridazin-3-yl]methanone C[C@@H]1OC2=C(N(C1)C(=O)C=1N=NC=C(C1)N1N=C(N=C1)C(C)C)C=CC=C2C